7-(hydroxymethyl)-2-methoxy-5,6,6a,7,8,9,10,13-octahydro-12H-6,9-methanopyrido[1',2':1,2]azepino[4,5-b]indol-12-one OCC1CC2CN3C1C(C=1NC4=CC=C(C=C4C1CC3=O)OC)C2